Benzyl (S)-(2,2-dicyclopropyl-1-(5-formylbenzo[d]oxazol-2-yl)ethyl)carbamate C1(CC1)C([C@@H](C=1OC2=C(N1)C=C(C=C2)C=O)NC(OCC2=CC=CC=C2)=O)C2CC2